N-(1-(4-(2-(2-aminopyridin-3-yl)-5-phenyl-3H-imidazo[4,5-b]pyridin-3-yl)phenyl)cyclobutyl)-3-formyl-4-hydroxybenzamide NC1=NC=CC=C1C1=NC=2C(=NC(=CC2)C2=CC=CC=C2)N1C1=CC=C(C=C1)C1(CCC1)NC(C1=CC(=C(C=C1)O)C=O)=O